5-(8-((1S,2S)-2-(3-fluoropyridin-4-yl)cyclopropyl)imidazo[1,2-b]pyridazin-6-yl)pyrimidine-2,4(1H,3H)-dione FC=1C=NC=CC1[C@@H]1[C@H](C1)C=1C=2N(N=C(C1)C=1C(NC(NC1)=O)=O)C=CN2